4-(2-amino-1-((3,5-dicyano-6-(dimethylamino)-4-ethylpyridin-2-yl)sulfanyl)-2-oxoethyl)piperidine-1-carboxylic acid tert-butyl ester C(C)(C)(C)OC(=O)N1CCC(CC1)C(C(=O)N)SC1=NC(=C(C(=C1C#N)CC)C#N)N(C)C